sodium iron vanadium phosphate pyrophosphate [O-]P([O-])(=O)OP(=O)([O-])[O-].P(=O)([O-])([O-])[O-].[V+5].[Fe+2].[Na+]